ClC=1C=C2C(C(=CN(C2=CC1N1CC2=NC=CC=C2C1)CC1CCC1)C(=O)O)=O 6-chloro-1-(cyclobutylmethyl)-7-(5,7-dihydro-6H-pyrrolo[3,4-b]pyridin-6-yl)-4-oxo-1,4-dihydroquinoline-3-carboxylic acid